5-acetyl-4-(benzo[b]thiophen-3-yl)-6-methyl-2-(phenoxymethyl)-1,4-dihydropyridine-3-carboxylic acid methyl ester COC(=O)C1=C(NC(=C(C1C=1C2=C(SC1)C=CC=C2)C(C)=O)C)COC2=CC=CC=C2